5-(N-(2-(4-(3-bromothiophene-2-carbonyl)piperazin-1-yl)phenyl)-N-(2-cyclohexylethyl)sulfamoyl)-3-methylbenzothiophene-2-carboxylic acid BrC1=C(SC=C1)C(=O)N1CCN(CC1)C1=C(C=CC=C1)N(S(=O)(=O)C=1C=CC2=C(C(=C(S2)C(=O)O)C)C1)CCC1CCCCC1